C1(CCC1)N(CC(=O)NC=1N=CC2=CC=C(C=C2C1)C1=CN=CS1)C 2-(cyclobutyl-(methyl)amino)-N-(6-(thiazol-5-yl)isoquinolin-3-yl)acetamide